Cl.NC1=C(C=C(C=C1C)/C=C/C#N)C (E)-3-(4-amino-3,5-dimethylphenyl)acrylonitrile hydrochloride